[O-2].[Fe+3].[Co+2] cobalt-iron(III) oxide